methyl 3-((4-bromophenyl) methyl)-1,3-benzodiazole-5-carboxylate BrC1=CC=C(C=C1)CN1C=NC2=C1C=C(C=C2)C(=O)OC